C\C=C(/CC)\C1=CC=C(C=C1)[C@H](C)NC=1N=CC2=C(N1)N(C(C=C2)=O)C(C)C 2-{[(1S)-1-{4-[(2E)-pent-2-en-3-yl]phenyl}ethyl]amino}-8-(propan-2-yl)pyrido[2,3-d]pyrimidin-7(8H)-one